rac-4-(4-acryloylpiperazin-1-yl)-N-((4-methylmorpholin-2-yl)methyl)-7-(8-methylnaphthalen-1-yl)-5,6,7,8-tetrahydro-1,7-naphthyridine-2-carboxamide C(C=C)(=O)N1CCN(CC1)C1=CC(=NC=2CN(CCC12)C1=CC=CC2=CC=CC(=C12)C)C(=O)NC[C@@H]1CN(CCO1)C |r|